C(CC)C1=NC=C(C=C1CC)CC 2-propyl-3,5-diethyl-pyridine